FC(OC=1C=NC(=NC1)N[C@@H]1C[C@H](CC1)NC1=CC=C(C=N1)[C@@H]1C(N(C(CC1)=O)C)=O)F (R)-3-(6-(((1S,3S)-3-((5-(difluoromethoxy)pyrimidin-2-yl)amino)cyclopentyl)amino)pyridin-3-yl)-1-methylpiperidine-2,6-dione